1-((5-(2,6-dioxopiperidin-3-yl)-6-oxo-5,6-dihydro-4H-thieno[2,3-c]pyrrol-2-yl)methyl)-3-(3-isopropylphenyl)urea O=C1NC(CCC1N1C(C2=C(C1)C=C(S2)CNC(=O)NC2=CC(=CC=C2)C(C)C)=O)=O